NC12CC(C1)(C2)CN(C)CC2=C(C=C(C=C2OC)C2=CN(C(C1=CN=CC=C21)=O)C)OC 4-(4-[[([3-Aminobicyclo[1.1.1]Pentan-1-Yl]Methyl)(Methyl)Amino]Methyl]-3,5-DimethOxyphenyl)-2-Methyl-2,7-Naphthyridin-1-One